(S)-2-amino-N-(5-fluoro-4-(((S)-2-oxo-4-(trifluoromethyl)imidazolidin-1-yl)-methyl)pyridin-2-yl)-2-((1r,4S)-4-methylcyclohexyl)acetamide hydrochloride salt Cl.N[C@H](C(=O)NC1=NC=C(C(=C1)CN1C(N[C@@H](C1)C(F)(F)F)=O)F)C1CCC(CC1)C